F[C@H]1[C@@]2(CCC[C@](C[C@H]1N(C=1N=NC(=CN1)C1=C(C=C(C=C1)N1C=NC=C1)O)C)(N2)C)C 2-(3-(((1S,2R,3R,5R)-2-fluoro-1,5-dimethyl-9-azabicyclo[3.3.1]nonan-3-yl)(methyl)amino)-1,2,4-triazin-6-yl)-5-(1H-imidazol-1-yl)phenol